3-Benzyl-1-(4-(4-((1-(2-(2,6-dioxopiperidin-3-yl)-1,3-dioxoisoindole-5-yl)piperidin-4-yl)methyl)piperazin-1-yl)phenyl)-1-((1r,4r)-4-(quinazolin-2-ylamino)cyclohexyl)urea C(C1=CC=CC=C1)NC(N(C1CCC(CC1)NC1=NC2=CC=CC=C2C=N1)C1=CC=C(C=C1)N1CCN(CC1)CC1CCN(CC1)C=1C=C2C(N(C(C2=CC1)=O)C1C(NC(CC1)=O)=O)=O)=O